samarium-manganese-copper [Cu].[Mn].[Sm]